NC1CN(CCC1)C1C(CC(C1)C1=CC=C(C=C1)F)OC=1N=CC(=NC1)C#N 5-[2-(3-amino-1-piperidinyl)-4-(4-fluorophenyl)cyclopentyloxy]pyrazine-2-carbonitrile